3-methoxy-5-(piperidin-4-yl)pyridin COC=1C=NC=C(C1)C1CCNCC1